N-((2S,3S)-1-(azetidin-1-ylcarbonyl)-2-((2-(3,5-difluorophenyl)-1,3-thiazol-4-yl)methyl)pyrrolidin-3-yl)methanesulfonamide N1(CCC1)C(=O)N1[C@H]([C@H](CC1)NS(=O)(=O)C)CC=1N=C(SC1)C1=CC(=CC(=C1)F)F